COC(CC1=C(C(=CC(=C1)CCCCC)CCCCC)O)C 2-(2-methoxypropyl)-4,6-dipentylphenol